2-[2-(4-Cyanophenyl)-1-[3-(trifluoromethyl)phenyl]ethylidene]-N-[4-(difluoromethoxy)phenyl]hydrazinecarboxamide C(#N)C1=CC=C(C=C1)CC(C1=CC(=CC=C1)C(F)(F)F)=NNC(=O)NC1=CC=C(C=C1)OC(F)F